Isopropyl 4-(dimethyl (phenyl) silyl)-2,2-difluorobutyrate C[Si](CCC(C(=O)OC(C)C)(F)F)(C1=CC=CC=C1)C